FC1(CCC(CC1)CSC=1NC2=NC=NC(=C2N1)N)F 8-(((4,4-difluorocyclohexyl)methyl)thio)-9H-purin-6-amine